2-[4''-(dibenzothiophen-4-yl)-3,1':3',1''-terphenyl-1-yl]dibenzo[f,h]quinoxaline C1=CC=C(C=2SC3=C(C21)C=CC=C3)C3=CC=C(C=C3)C=3C=C(C=CC3)C=3C=C(C=CC3)C3=NC2=C1C(=C4C(=C2N=C3)C=CC=C4)C=CC=C1